3,4-dihydro-1,8-naphthyridine-1(2H)-carboxamide N1(CCCC2=CC=CN=C12)C(=O)N